C(C)(C)(C)OC(NC=1C=NC(=C(C1)C(F)F)N1N=NC=C1)=O (5-(difluoromethyl)-6-(1H-1,2,3-triazol-1-yl)pyridin-3-yl)carbamic acid tert-butyl ester